C1(CC1)C=1C=C(C=2N(C1)C=C(N2)CN2N=NC(=C2)C(=O)NCC2=C(C(=CC=C2N2N=NN=C2)OC)F)CC2COC2 1-((6-cyclopropyl-8-(oxetan-3-ylmethyl)imidazo[1,2-a]pyridin-2-yl)methyl)-N-(2-fluoro-3-methoxy-6-(1H-tetrazol-1-yl)benzyl)-1H-1,2,3-triazole-4-carboxamide